9,10-bis(ethoxycarbonylbutyleneoxy)anthracene C(C)OC(=O)CCCCOC=1C2=CC=CC=C2C(=C2C=CC=CC12)OCCCCC(=O)OCC